4,4-Difluoro-3,3-dihydroxy-1-methylpyrrolidin-2-one FC1(C(C(N(C1)C)=O)(O)O)F